C(C)(C)(C)OC(=O)N1[C@@H](CCC1)CC(=O)O [(2S)-1-(tert-butoxycarbonyl)pyrrolidin-2-yl]acetic acid